1-(4-n-butoxynaphthalen-1-yl)tetrahydrothiophenium C(CCC)OC1=CC=C(C2=CC=CC=C12)[S+]1CCCC1